N-[4-(Difluoromethoxy)phenyl]-2-[4-([1,2,4]triazolo[1,5-a]pyridin-7-yl)phenyl]acetamide FC(OC1=CC=C(C=C1)NC(CC1=CC=C(C=C1)C1=CC=2N(C=C1)N=CN2)=O)F